FC1=CC=C(C(=O)NC2=CC=C3C(=N2)NC(=C3)C3=C(C=CC=C3)C(F)(F)F)C=C1 4-fluoro-N-(2-(2-(trifluoromethyl)phenyl)-1H-pyrrolo[2,3-b]pyridin-6-yl)benzamide